(2-(Benzyloxy)-4,6-dihydroxyphenyl)(8-(cyclopentylamino)-3,4-dihydroisoquinolin-2(1H)-yl)methanone C(C1=CC=CC=C1)OC1=C(C(=CC(=C1)O)O)C(=O)N1CC2=C(C=CC=C2CC1)NC1CCCC1